Methyl 2-((5-(benzyloxy)pentyl)oxy)acetate C(C1=CC=CC=C1)OCCCCCOCC(=O)OC